C(C)C1=NC=CC=C1N1N=C(C(=C1C)[N+](=O)[O-])OCCCO 3-((1-(2-ethylpyridin-3-yl)-5-methyl-4-nitro-1H-pyrazol-3-yl)oxy)propan-1-ol